(R)-7-chloro-N-(1-(3-(difluoromethyl)-2-fluorophenyl)ethyl)-2-methyl-6-(tetrahydro-2H-thiopyran-4-yl)pyrido[2,3-d]pyrimidin-4-amine ClC=1C(=CC2=C(N=C(N=C2N[C@H](C)C2=C(C(=CC=C2)C(F)F)F)C)N1)C1CCSCC1